C(=C)OCC(C)O (2-hydroxypropyl) vinyl ether